NC1=C(C=CC(=C1F)NCC1=CC=C(C=C1)C(F)(F)F)NC(CCCCCCCC(CF)F)=O N-(2-amino-3-fluoro-4-((4-(trifluoromethyl)benzyl)amino)phenyl)-9,10-difluorodecanamide